4-((tert-butyldiphenylsilyl)oxy)-3-cyanobutanoic acid [Si](C1=CC=CC=C1)(C1=CC=CC=C1)(C(C)(C)C)OCC(CC(=O)O)C#N